FC(C(F)(F)F)(O[Si](OC(C(F)(F)F)(F)F)(OC(C(F)(F)F)(F)F)C(C(F)(F)F)(F)F)F perfluoroethyl-triethoxysilane